(S)-5-(2-((5,6-diethyl-2,3-dihydro-1H-inden-2-yl)amino)-1-hydroxyethyl)-8-(2-(3-methoxyphenyl)-2-oxoethoxy)quinolin-2(1H)-one C(C)C=1C=C2CC(CC2=CC1CC)NC[C@@H](O)C1=C2C=CC(NC2=C(C=C1)OCC(=O)C1=CC(=CC=C1)OC)=O